2-Methyl-2-([5-[3-(2-methylpropoxy)-phenyl]-1-phenyl-1H-pyrazol-3-yl]-methoxy)propanoic acid CC(C(=O)O)(C)OCC1=NN(C(=C1)C1=CC(=CC=C1)OCC(C)C)C1=CC=CC=C1